OC(C)(C)C1CN(CC1)C1=CC(=NC=N1)N1N=CC2=CC=C(C=C12)OC1C=2C=CC(=CC2CCC1)C#N 5-((1-(6-(3-(2-Hydroxypropan-2-yl)pyrrolidin-1-yl)pyrimidin-4-yl)-1H-indazol-6-yl)oxy)-5,6,7,8-tetrahydronaphthalene-2-carbonitrile